C12CNCC(N1C=1C=C(C(=C3C(N(C(C13)=O)C1C(NC(CC1)=O)=O)=O)F)F)C2 7-(3,6-diazabicyclo[3.1.1]heptan-6-yl)-2-(2,6-dioxopiperidin-3-yl)-4,5-difluoroisoindoline-1,3-dione